C(C)(=O)NC1=NN(C2=CC(=CC=C12)SC1=C(C(=O)NC)C=CC=C1)C1OCCCC1 2-(3-acetamido-1-tetrahydropyran-2-yl-indazol-6-yl)thio-N-methyl-benzamide